4-aminocyclohexyl-alanine tert-butyl-1-(((methylsulfonyl)oxy)methyl)-3-azabicyclo[3.2.1]octane-3-carboxylate C(C)(C)(C)C1C2(CCC(CN1C(=O)O)C2)COS(=O)(=O)C.NC2CCC(CC2)N[C@@H](C)C(=O)O